1-(2-(2-methoxy-5-nitrophenylamino)-5-methylpyrimidin-4-yl)-1H-pyrazole COC1=C(C=C(C=C1)[N+](=O)[O-])NC1=NC=C(C(=N1)N1N=CC=C1)C